C(OC[C@]1(O[C@H]([C@@H]([C@@H]1O)O)C1=CC=C2C(=NC=NN21)N)C#N)(OCC2CCCC2)=O ((2R,3S,4R,5S)-5-(4-aminopyrrolo[2,1-f][1,2,4]triazin-7-yl)-2-cyano-3,4-dihydroxytetrahydrofuran-2-yl)methyl (cyclopentylmethyl) carbonate